(3-bromophenyl)cyclobutane-1-carbonitrile BrC=1C=C(C=CC1)C1(CCC1)C#N